OC(C(=O)N1CC2=C(N=C(NC2=O)C2(CC2)C2=CC=CC=C2)CC1)C1=CC(=CC=C1)C=1C=NC(=CC1)C 6-(2-hydroxy-2-(3-(6-methylpyridin-3-yl)phenyl)acetyl)-2-(1-phenylcyclopropyl)-5,6,7,8-tetrahydropyrido[4,3-d]pyrimidin-4(3H)-one